(R)-5-(3-(2,2-Difluoroethyl)-2-methyl-3H-imidazo[4,5-b]pyridin-5-yl)-N2-(1-ethyl-3,3-difluoropiperidin-4-yl)-N4-(methyl-d3)pyrrolo[2,1-f][1,2,4]triazine-2,4-diamine FC(CN1C(=NC=2C1=NC(=CC2)C=2C=CN1N=C(N=C(C12)NC([2H])([2H])[2H])N[C@H]1C(CN(CC1)CC)(F)F)C)F